[Cl-].CC(C(N)(C)C)(CCCCNCCCCCCCCCCCCCCCCCCCCCCCCCCCC)C tetramethyl-N,N'-octacosanyl-hexamethylenediamine chloride